OC=1C=C(C=NC1)N1N=C(C=2CCCC(C12)=O)C(F)(F)F 1-(5-Hydroxy-3-pyridinyl)-3-(trifluoromethyl)-5,6-dihydro-4H-indazol-7-one